6-tertiary-butyl-2-ethylphenol C(C)(C)(C)C1=CC=CC(=C1O)CC